CC1=CC=C(C=C1)S(=O)(=O)O.CNC1(CC=C(C=CC=2C(=NC=CC2)C)C=C1)NC 4,4-dimethylaminostyryl-picoline p-toluenesulfonate